Methyl (2S)-2-amino-3-(2-pyridyl)propanoate N[C@H](C(=O)OC)CC1=NC=CC=C1